ClC=1C=CC(=NC1)C1=NN(C=C1C1=C2C(=NC(=C1)C)N(N=C2)COCC[Si](C)(C)C)C 4-(3-(5-chloropyridin-2-yl)-1-methyl-1H-pyrazol-4-yl)-6-methyl-1-((2-(trimethylsilyl)ethoxy)methyl)-1H-pyrazolo[3,4-b]Pyridine